1H-imidazole bromide [Br-].N1C=NC=C1